tert-butyl-6-(2-oxoethoxy)-1-propyl-3,4-dihydroisoquinoline C(C)(C)(C)C1N=C(C2=CC=C(C=C2C1)OCC=O)CCC